N,N-dimethyl-4-(4-{[trans-4-{[4-(pentafluoro-λ6-sulfanyl)phenyl]Amino}cyclohexyl]sulfonimidoyl}phenyl)pyridine-2-carboxamide CN(C(=O)C1=NC=CC(=C1)C1=CC=C(C=C1)S(=O)(=N)[C@@H]1CC[C@H](CC1)NC1=CC=C(C=C1)S(F)(F)(F)(F)F)C